1H-benzoindol-3-ium butyltriphenylborate C(CCC)[B-](C1=CC=CC=C1)(C1=CC=CC=C1)C1=CC=CC=C1.N1C=[CH2+]C2=CC=C3C(=C12)C=CC=C3